[N+](=O)([O-])[O-].[Ga+2].[N+](=O)([O-])[O-] gallium(II) nitrate